NC=1C(=C(C(=O)O)C=CC1OC(F)F)Cl amino-2-chloro-4-(difluoromethoxy)benzoic acid